10,10,11,11-tetrakis(4-hexylphenyl)-10,11-dihydrodiindeno[1,2-b:2',1'-d]thiophene C(CCCCC)C1=CC=C(C=C1)C1(C=2C=CC=CC2C=2SC3=C(C21)C(C2=CC=CC=C23)(C2=CC=C(C=C2)CCCCCC)C2=CC=C(C=C2)CCCCCC)C2=CC=C(C=C2)CCCCCC